4-(2-Amino-2-methylpropanoyl)-N-(1-(4-(2-(exo-3-amino-8-azabicyclo[3.2.1]octan-8-yl)ethyl)phenyl)-2-oxo-1,2-dihydropyrimidin-4-yl)piperazine-1-carboxamide Hydrochloride Salt Cl.NC(C(=O)N1CCN(CC1)C(=O)NC1=NC(N(C=C1)C1=CC=C(C=C1)CCN1C2CC(CC1CC2)N)=O)(C)C